1-(8-bromo-5-chloro-4-((cyclopentylmethyl)amino)-2-(((5-methylisoxazol-3-yl)methyl)sulfinyl)quinolin-3-yl)ethanone BrC=1C=CC(=C2C(=C(C(=NC12)S(=O)CC1=NOC(=C1)C)C(C)=O)NCC1CCCC1)Cl